ClC=1C(=CC(=NC1)OC)C1=NN2C(CN(CC2)C(=O)OC(C)(C)C)=C1 tert-butyl 2-(5-chloro-2-methoxy-4-pyridyl)-6,7-dihydro-4H-pyrazolo[1,5-a]pyrazine-5-carboxylate